(S)-1-(3-((4-(2-Azido-1-methoxypropan-2-yl)-6-chloro-2,7-naphthyridin-1-yl)oxy)azetidin-1-yl)propan-1-one N(=[N+]=[N-])[C@@](COC)(C)C1=CN=C(C2=CN=C(C=C12)Cl)OC1CN(C1)C(CC)=O